(R)-2-((1-(3-cyano-7-(difluoromethyl)-2-(4,4-difluoropiperidin-1-yl)-4-oxo-4H-pyrido[1,2-a]pyrimidin-9-yl)ethyl)amino)benzoic acid C(#N)C1=C(N=C2N(C1=O)C=C(C=C2[C@@H](C)NC2=C(C(=O)O)C=CC=C2)C(F)F)N2CCC(CC2)(F)F